C1(CC1)CN1CCC(CC1)N1CCC(CC1)C1=CC2=C(N(C(=N2)C2=CC=C(C=C2)S(=O)(=O)C)C)C=C1F 5-(1'-(Cyclopropylmethyl)-[1,4'-bipiperidin]-4-yl)-6-fluoro-1-methyl-2-(4-(methylsulfonyl)phenyl)-1H-benzo[d]imidazol